C(#N)C1=C(C=C(C2=C1CCO2)C2=CC=C(C=C2)[C@H](C(F)(F)F)C)NCC(C(=O)O)=C 2-[[[4-cyano-7-[4-[(1R)-2,2,2-trifluoro-1-methyl-ethyl]phenyl]-2,3-dihydrobenzofuran-5-yl]amino]methyl]prop-2-enoic acid